C(C(C)C)NC=1C2=C(N=C(C1)NC1=C(C=C(C=C1)S(=O)(=O)C)OC)NC=C2C(F)(F)F N4-isobutyl-N6-(2-methoxy-4-(methylsulfonyl)phenyl)-3-(trifluoromethyl)-1H-pyrrolo[2,3-b]pyridine-4,6-diamine